7-[[1-(2-hydroxyethyl)pyrazol-4-yl]amino]-3-[rel-(4R)-8-methoxy-1,2,3,4-tetrahydroquinolin-4-yl]-1-methyl-4H-pyrimido[4,5-d]pyrimidin-2-one OCCN1N=CC(=C1)NC1=NC=C2C(=N1)N(C(N(C2)[C@@H]2CCNC1=C(C=CC=C21)OC)=O)C |o1:19|